6-{4-[1-(Propan-2-yl)piperidin-4-yl]-1,4-diazepan-1-yl}-N-(pyridin-4-ylmethyl)pyridine-2-carboxamide CC(C)N1CCC(CC1)N1CCN(CCC1)C1=CC=CC(=N1)C(=O)NCC1=CC=NC=C1